[3-[6-(2,4-Dichlorophenoxy)-3-pyridyl]azetidin-1-yl]-[(3S)-3-(1H-triazol-5-yl)pyrrolidin-1-yl]methanone ClC1=C(OC2=CC=C(C=N2)C2CN(C2)C(=O)N2C[C@H](CC2)C2=CN=NN2)C=CC(=C1)Cl